OC=1C=C(CN2C(NC(C2)=O)=O)C=CC1 3-hydroxybenzyl-imidazolidine-2,4-dione